[C@H]12CNC[C@H](CC1)N2C=2C=C(NC1CCN(CC1)C(=O)OCC1=CC=CC=C1)C=CC2 benzyl 4-[3-[(1R,5S)-3,8-diazabicyclo[3.2.1]octan-8-yl]anilino]piperidine-1-carboxylate